NC1=NC=CC(=C1)C1=CC=C2C(N(C=NC2=C1)[C@H](C)C=1C=C(C(=O)NC)C=CC1)=O (R)-3-(1-(7-(2-Aminopyridin-4-yl)-4-oxoquinazolin-3(4H)-yl)ethyl)-N-methylbenzamide